ClC=1C(=C(C=CC1OCC1CC1)C(C)NC=1C2=C(N=CN1)C=CC(=N2)O[C@@H]2CNCC2)F N-(1-(3-chloro-4-(cyclopropylmethoxy)-2-fluorophenyl)ethyl)-6-(((S)-pyrrolidin-3-yl)oxy)pyrido[3,2-d]pyrimidin-4-amine